ClC1=C(C(=CC=C1)F)CC1=NOC(N1CC1=CC(=CC=C1)F)=O 3-[(2-chloro-6-fluorophenyl)methyl]-4-[(3-fluorophenyl)methyl]-4,5-dihydro-1,2,4-oxadiazol-5-one